C(C(C)(C)C)(=O)OCCCCCC Hexyl neopentanoate